7-[(3R,5S)-3,5-dimethylpiperazin-1-yl]-2-(5-fluoro-6-methoxypyridin-3-yl)-4H-pyrido[1,2-a]pyrimidin-4-one C[C@@H]1CN(C[C@@H](N1)C)C=1C=CC=2N(C(C=C(N2)C=2C=NC(=C(C2)F)OC)=O)C1